[14C]lysine N[14C@@H](CCCCN)C(=O)O